C(C)OC1=C(C=CC(=N1)C(CS(=O)(=O)C)N1C(C2=CC=CC(=C2C1=O)NS(=O)(=O)C)=O)OC N-(2-(1-(6-ethoxy-5-methoxypyridin-2-yl)-2-(methylsulfonyl)ethyl)-1,3-dioxoisoindolin-4-yl)methanesulfonamide